(3S)-N-(2,4-difluoro-3-methyl-phenyl)-2-[6-methyl-4-(trifluoromethyl)-2-pyridyl]-1,1-dioxo-N-prop-2-ynyl-1,2-thiazolidine-3-carboxamide FC1=C(C=CC(=C1C)F)N(C(=O)[C@H]1N(S(CC1)(=O)=O)C1=NC(=CC(=C1)C(F)(F)F)C)CC#C